6-(tert-butyloxy-carbonylamino)-1-hexanol C(C)(C)(C)OC(=O)NCCCCCCO